di-sec-octyl-p-phenylenediamine C(C)(CCCCCC)NC1=CC=C(C=C1)NC(C)CCCCCC